CC1=CC=C(C=C1)S(=O)(=O)NC=1C=C(C(=O)NCC=2C=NC=CC2)C=CC1 3-((4-methylphenyl)sulfonylamino)-N-(pyridin-3-ylmethyl)benzamide